FC1CCN(CC1)C1=C(C=NC=C1)N 4-(4-fluoropiperidin-1-yl)pyridin-3-amine